N1=C2C(=CC=C1)CN(C2)C2=NC1=C(C=C(C=C1C(N2C2CCOCC2)=O)C)C(C)NC2=C(C(=O)O)C=CC=C2 2-[1-[2-(5,7-Dihydropyrrolo[3,4-b]pyridin-6-yl)-6-methyl-3-(oxan-4-yl)-4-oxoquinazolin-8-yl]ethylamino]benzoic acid